OC(C(=O)O)(C)C 2-HYDROXY-2-METHYLPROPIONIC ACID